BrC=1C(=CC(=NC1)NC1CCCC1)C(F)F 5-bromo-N-cyclopentyl-l-4-(difluoromethyl)pyridin-2-amine